4-(2,6-difluoro-4-methoxyphenyl)-3-[(5-phenyl-1,3,4-oxadiazol-2-yl)amino]pyrrolidin-2-one FC1=C(C(=CC(=C1)OC)F)C1C(C(NC1)=O)NC=1OC(=NN1)C1=CC=CC=C1